(S)-2-amino-3-(1-methyl-3-oxopyrazolidin-4-yl)propionic acid hydrochloride Cl.N[C@H](C(=O)O)CC1C(NN(C1)C)=O